N-[1-(hydroxymethyl)-2-methylpropyl]-6-[3-(4-mesyl-2-anisidino)-1-propynyl]-1-(2,2,2-trifluoroethyl)-1H-benzo[d]imidazole-4-carboxamide OCC(C(C)C)NC(=O)C1=CC(=CC=2N(C=NC21)CC(F)(F)F)C#CCNC=2C(OC)=CC=C(C2)S(=O)(=O)C